6-Deuterio-4-[[(2S,3R,4S,5R)-3-(3,4-difluoro-2-methoxyphenyl)-4,5-dimethyl-5-(trifluoromethyl)tetrahydrofuran-2-carbonyl]amino]pyridin-2-carboxamid [2H]C1=CC(=CC(=N1)C(=O)N)NC(=O)[C@H]1O[C@]([C@H]([C@@H]1C1=C(C(=C(C=C1)F)F)OC)C)(C(F)(F)F)C